ClC1=CC2=C(NC=3CCC(CC23)C(=O)O)N=N1 3-chloro-5H,7H,8H,9H-pyridazino[3,4-b]Indole-6-carboxylic acid